CC=1N=C(SC1C)N1N([NH2+]C(=N1)C1=CC=CC=C1)C1=CC=CC=C1 3-[4,5-dimethylthiazol-2-yl]-2,5-diphenyl-tetrazolium